C(C)C(CNCCCN(C)C)(CCCCCC)CC N1-(2,2-diethyloctyl)-N3,N3-dimethylpropane-1,3-diamine